F[C@H]1C(NC(C[C@H]1N(C=1SC2=C(C=NC(=C2)C=2C=C(C=3N(C2)C=C(N3)C)C#N)N1)C)(C)C)(C)C 6-(2-{[(3R,4R)-3-Fluoro-2,2,6,6-tetramethylpiperidin-4-yl](methyl)amino}[1,3]thiazolo[4,5-c]pyridin-6-yl)-2-methylimidazo[1,2-a]pyridin-8-carbonitril